N-(3-fluoro-phenyl)-N'-isopropyl-6-phenyl-[1,3,5]Triazine-2,4-diamine FC=1C=C(C=CC1)NC1=NC(=NC(=N1)NC(C)C)C1=CC=CC=C1